1-ethyl 3-(2-methoxyethyl) 8-(4-(4-(trifluoromethoxy)phenoxy)benzoyl)-3,8-diazabicyclo[3.2.1]octane-1,3-dicarboxylate FC(OC1=CC=C(OC2=CC=C(C(=O)N3C4(CN(CC3CC4)C(=O)OCCOC)C(=O)OCC)C=C2)C=C1)(F)F